ClC1=C(C=CC=C1Cl)N1CCN(CC1)CC[C@@H]1C[C@H](C1)NC(=O)C1=C(C=NO1)C N-(Trans-3-(2-(4-(2,3-dichlorophenyl)piperazin-1-yl)ethyl)cyclobutyl)-4-methylisoxazole-5-carboxamide